C(#C)[C@H]1N([C@H]2C[C@H]2C1)C(=O)OC(C)(C)C tert-butyl (1S,3S,5S)-3-ethynyl-2-azabicyclo[3.1.0]hexane-2-carboxylate